N-[[4-[5-[Chloro(difluoro)methyl]-1,2,4-oxadiazol-3-yl]phenyl]methyl]-N-methoxy-cyclopropanecarboxamide ClC(C1=NC(=NO1)C1=CC=C(C=C1)CN(C(=O)C1CC1)OC)(F)F